ClC=1N=C(C2=C(N1)SC=C2)N[C@H]2[C@@H](C2)C2=CC(=C(C=C2)F)F 2-chloro-N-((1R,2S)-2-(3,4-difluorophenyl)cyclopropyl)thieno[2,3-d]pyrimidin-4-amine